(S)-3-methoxy-2-methyl-2-(2,2,2-trifluoroacetamido)propanoic acid COC[C@@](C(=O)O)(NC(C(F)(F)F)=O)C